C1(CCCC1)CN1N(C=C(C1)C(F)(F)F)C1=CC(=CC=C1)S(=O)(=O)C 2-(cyclopentylmethyl)-N-(3-methylsulfonylphenyl)-4-(trifluoromethyl)pyrazole